ClC1=NS(C2=C1C=CC(=C2)C2=CC=CC=C2)(=O)=O 3-chloro-6-phenyl-1,2-benzothiazol-1,1-dioxide